NC1=C(C=C(N=N1)C1=C(C=CC=C1)O)N1CC2CCC(C1)N2C2=CC(=NC=C2)C#CCN2C[C@H](CC2)C 2-[6-amino-5-[8-[2-[3-[(3S)-3-methylpyrrolidin-1-yl]prop-1-ynyl]-4-pyridinyl]-3,8-diazabicyclo[3.2.1]oct-3-yl]pyridazin-3-yl]phenol